[Na].C1COS1(=O)=O Acetosultone sodium